(R)-3-(4-bromo-1H-pyrazol-1-yl)-N-(1-(2,5-difluorophenyl)ethyl)pyrazolo[1,5-a]pyrimidin-5-amine BrC=1C=NN(C1)C=1C=NN2C1N=C(C=C2)N[C@H](C)C2=C(C=CC(=C2)F)F